C(=O)OCC(CC1=C(C2=NC(=CC(=C2S1)NCC=1SC=CN1)Cl)Br)NC(F)(F)F 3-(3-bromo-5-chloro-7-{[(1,3-thiazol-2-yl)methyl]amino}thieno[3,2-b]pyridin-2-yl)-2-[(trifluoromethyl)amino]propan-1-ol formate